1-Benzylpyrrolidine-2,5-dicarboxylic acid diethyl ester C(C)OC(=O)C1N(C(CC1)C(=O)OCC)CC1=CC=CC=C1